BrCCC1=C(C=CC(=C1)Cl)F 2-(2-bromoethyl)-4-chloro-1-fluorobenzene